C(CCC)C1=NC=2C(=C(N=NC2N)OC(C)C)N1CC1=CC=C(C=C1)CN1CCCC1 2-butyl-7-isopropoxy-1-(4-(pyrrolidin-1-ylmethyl)benzyl)-1H-imidazo[4,5-d]pyridazin-4-amine